NC=1C2=C(N=CN1)N(C=C2C2=C(C=C(C=C2)NC([C@H](C2=CC=CC=C2)OC)=O)C)C (S)-N-(4-(4-amino-7-methyl-7H-pyrrolo[2,3-d]pyrimidin-5-yl)-3-methyl-phenyl)-2-methoxy-2-phenylacetamide